O1CCOC=2C=NC(=CC21)C=O 2,3-DIHYDRO-[1,4]DIOXINO[2,3-C]PYRIDINE-7-CARBALDEHYDE